3-((4-(1-(2-(2-(5-((5-chloro-4-(3-cyclopropylphenyl)pyrimidin-2-yl)amino)pyridin-3-yl)-1-oxo-2,8-diazaspiro[4.5]decan-8-yl)acetyl)piperidin-4-yl)phenyl)amino)piperidine-2,6-dione ClC=1C(=NC(=NC1)NC=1C=C(C=NC1)N1C(C2(CC1)CCN(CC2)CC(=O)N2CCC(CC2)C2=CC=C(C=C2)NC2C(NC(CC2)=O)=O)=O)C2=CC(=CC=C2)C2CC2